1-methyl-2-[4-(4-pyridin-4-yl-4H-[1,2,4]triazol-3-yl)-phenoxymethyl]-1H-benzimidazole CN1C(=NC2=C1C=CC=C2)COC2=CC=C(C=C2)C2=NN=CN2C2=CC=NC=C2